2-(1-((1-((benzyloxy)methyl)cyclopropyl)sulfonyl)cyclopropyl)ethanol C(C1=CC=CC=C1)OCC1(CC1)S(=O)(=O)C1(CC1)CCO